C1CCC2=C(C=3CCCC3C=C12)NC(=O)NS(=O)(=O)C=1OC2=C(C1C)\C(\CCC2)=N/O (Z)-N-((1,2,3,5,6,7-hexahydro-s-indacen-4-yl)carbamoyl)-4-(hydroxyimino)-3-methyl-4,5,6,7-tetrahydrobenzofuran-2-sulfonamide